N-(2-(1,2-Dimethylazepan-3-yl)thieno[2,3-b]pyridin-4-yl)benzo[d]thiazol-5-amine CN1C(C(CCCC1)C1=CC=2C(=NC=CC2NC=2C=CC3=C(N=CS3)C2)S1)C